2-methyl-N-((R)-1-(2-(1-methyl-1H-pyrazol-3-yl)quinolin-4-yl)ethyl)-5-(((S)-1-methylpyrrolidin-2-yl)methoxy)benzamide CC1=C(C(=O)N[C@H](C)C2=CC(=NC3=CC=CC=C23)C2=NN(C=C2)C)C=C(C=C1)OC[C@H]1N(CCC1)C